FC1=CC=CC2=C1NC(COC2)=O 9-fluoro-1,5-dihydrobenzo[e][1,4]oxazepin-2(3H)-one